NC(C(=C)NC(C(=C)NC(=O)C=1N=C(SC1)C1=CC=C(C=C1)NC(OCC=C)=O)=O)=O allyl (4-(4-((3-((3-amino-3-oxoprop-1-en-2-yl)amino)-3-oxoprop-1-en-2-yl)carbamoyl)thiazol-2-yl)phenyl)carbamate